FCC(=O)N(CC(=O)N)NC(=O)[C@H]1N(CCC1)C(=O)C1(CC1)C1=CC=CC=C1 2-[(2-Fluoroacetyl)-[[(2S)-1-(1-phenylcyclopropancarbonyl)pyrrolidin-2-carbonyl]amino]amino]acetamid